ClC=1C(=C(C=CC1F)[C@@H](NC(=O)N1[C@H](C(NCC1)=O)C(C)C)C=1C=NC(=CC1)C(F)(F)F)F |o1:13| N-((S)-(3-chloro-2,4-difluorophenyl)(6-(trifluoromethyl)pyridin-3-yl)methyl)-(S or R)-2-isopropyl-3-oxo-piperazine-1-carboxamide